NC=1N=CN(C(C1C(=O)NC=1C=NC=C(C1)CNCC)=O)C1=C(C=C(C=C1Cl)C=1OC=CN1)Cl 4-amino-1-(2,6-dichloro-4-(oxazol-2-yl)phenyl)-N-(5-((ethylamino)methyl)pyridin-3-yl)-6-oxo-1,6-dihydropyrimidine-5-carboxamide